C(C)(C)(C)OC(=O)N(C1=CC(=C(C=C1)C=1C=C(C(=NC1)C(=O)OC)C)Cl)C Methyl 5-(4-((tert-butoxycarbonyl)(methyl)amino)-2-chlorophenyl)-3-methylpicolinate